C(#C)C1=CC=C(O1)C=C1C(NC(N(C1=O)C1=CC(=CC=C1)F)=S)=O 5-((5-ethynylfuran-2-yl)methylene)-1-(3-fluorophenyl)-2-thioxodihydropyrimidine-4,6(1H,5H)-dione